C(C)(C)(C)C1=C(C=2CC3=CC(=CC=C3C2C=C1)C(C)(C)C)C(C1=CC=CC=C1)(C1=CC=CC=C1)C1(C=CC=C1)CC(=C)C[Si](C)(C)C (2,7-di-tert-butylfluorenyl)[(2-trimethylsilylmethylallyl)cyclopentadienyl]-1,1-diphenylMethane